NC1CCN(CC1)C1=C(C(=NC=C1C1=CC(=CC(=C1)C)F)N)C1=NC2=C(N1)C(=CC=C2)OC 4-(4-aminopiperidin-1-yl)-5-(3-fluoro-5-methylphenyl)-3-(7-methoxy-1H-1,3-benzodiazol-2-yl)pyridin-2-amine